C(C)OC=1C(C(C1C1CC1)=O)=O 3-ethoxy-4-cyclopropylcyclobutene-1,2-dione